C(CCCCCCC)C(CCCCCCCC)OC(CCCCCCCOC(=O)[C@H]1N(CC(C1)OC(CCN(C)C)=O)C(CCCCC(OCCCCCCCCCCC)=O)=O)=O [8-(1-octylnonoxy)-8-oxo-octyl](2S)-4-[3-(dimethylamino)propanoyloxy]-1-(6-oxo-6-undecoxy-hexanoyl)pyrrolidine-2-carboxylate